3-(2-amino-4-chloro-benzylamino)-cyclohexanethiol NC1=C(CNC2CC(CCC2)S)C=CC(=C1)Cl